2-Bromo-2-methyl-propanoic acid methyl ester COC(C(C)(C)Br)=O